3-{[(6-carbamoyl-pyridin-3-yl)carbamoyl]amino}-3-(pyridin-3-yl)propionic acid C(N)(=O)C1=CC=C(C=N1)NC(=O)NC(CC(=O)O)C=1C=NC=CC1